1,4-bis[(3-(3-aminopropyl)-oleyl-amino)-propyl]piperazine NCCCC(CCNCCCN1CCN(CC1)CCCNCCC(CCCCC\C=C/CCCCCCCC)CCCN)CCCCC\C=C/CCCCCCCC